N2-(4-(1-(2-(dimethylamino)ethyl)-1H-pyrazol-4-yl)-2-methoxyphenyl)-N4-(1-(methylsulfonyl)indolin-7-yl)-7H-pyrrolo[2,3-d]pyrimidine-2,4-diamine CN(CCN1N=CC(=C1)C1=CC(=C(C=C1)NC=1N=C(C2=C(N1)NC=C2)NC=2C=CC=C1CCN(C21)S(=O)(=O)C)OC)C